ClC=1C=NN(C(C1Cl)=O)CC(=O)NC1=CC(=C(C=C1)CC)S(=O)(=O)N1CCN(CCC1)C 2-(4,5-dichloro-6-oxopyridazin-1(6H)-yl)-N-(4-ethyl-3-((4-methyl-1,4-diazepan-1-yl)sulfonyl)phenyl)acetamide